OC[C@@H]1N([C@@H](CC1)CCC)C(=O)OC(C)(C)C tert-Butyl (2R,5R)-2-(hydroxymethyl)-5-propylpyrrolidine-1-carboxylate